5-(3-chloroimidazo[1,2-b]pyridazin-6-yl)-N-ethyl-7H-pyrrolo[2,3-d]pyrimidin-2-amine ClC1=CN=C2N1N=C(C=C2)C2=CNC=1N=C(N=CC12)NCC